[N+](=O)([O-])C1=NN(C=C1[N+](=O)[O-])C(C(=O)OC)(C)C methyl 2-(3,4-dinitro-1H-pyrazol-1-yl)-2-methylpropanoate